COC=1C=C2CCN=C(C2=CC1OC)CC(=C)C 6,7-dimethoxy-1-(2-methylallyl)-3,4-dihydroisoquinoline